3-bromo-1-(oxan-2-yl)-1H-pyrazole-5-carboxylic acid methyl ester COC(=O)C1=CC(=NN1C1OCCCC1)Br